[bis[3-(dimethyl-amino)propyl]amino]-2-propanol CN(CCCN(CCCN(C)C)CC(C)O)C